2-butyl-2-phenylmalonate C(CCC)C(C(=O)[O-])(C(=O)[O-])C1=CC=CC=C1